isopropyl-N-(3-chlorophenyl) carbamate CC(C)OC(=O)NC1=CC(=CC=C1)Cl